CN(C(C1=C(C=C(C=C1)C1=CNC2=NC=C(N=C21)C2=CC(=C1CCN(CC1=C2)CCC(=O)N2CCN(CC2)C)C)C)=O)C N,N,2-trimethyl-4-(2-(5-methyl-2-(3-(4-methylpiperazin-1-yl)-3-oxopropyl)-1,2,3,4-tetrahydroisoquinolin-7-yl)-5H-pyrrolo[2,3-b]pyrazin-7-yl)benzamide